2-bromo-8-cyclobutoxy-7-(1-(1-ethoxyethyl)-1H-pyrazol-4-yl)[1,2,4]triazolo[1,5-c]pyrimidine BrC1=NN2C=NC(=C(C2=N1)OC1CCC1)C=1C=NN(C1)C(C)OCC